(S)-2-(3-cyclopropyl-1H-pyrazol-1-yl)-N-(2-(3,5-difluorophenyl)-1-(7-(2,6-dimethylphenyl)-3-(4-(morpholinosulfonyl)phenyl)-4-oxo-3,4-dihydroquinazolin-2-yl)ethyl)acetamide C1(CC1)C1=NN(C=C1)CC(=O)N[C@@H](CC1=CC(=CC(=C1)F)F)C1=NC2=CC(=CC=C2C(N1C1=CC=C(C=C1)S(=O)(=O)N1CCOCC1)=O)C1=C(C=CC=C1C)C